5-[7-[[6-[(2S)-2-(hydroxymethyl)morpholin-4-yl]pyridazin-3-yl]amino]-3-methylimidazo[4,5-b]pyridin-5-yl]oxy-4-methyl-pyridine-2-carbonitrile OC[C@@H]1CN(CCO1)C1=CC=C(N=N1)NC1=C2C(=NC(=C1)OC=1C(=CC(=NC1)C#N)C)N(C=N2)C